CN1C=C(C2=CC=CC=C12)C=O N-Methyl-indole-3-carboxaldehyde